OC(C)(C)C1=NC=CC(=C1)NC1=CC=C(C=C1)S(=O)(=O)NC 4-((2-(2-hydroxypropan-2-yl)pyridin-4-yl)amino)-N-methylbenzenesulfonamide